N=1N(N=C2C1C=CC=C2)C2=C(C(=CC(=C2)CCCCCCCCCC)CCCCCCCCCCCC)O 2-(2H-benzotriazol-2-yl)-6-dodecyl-4-decylphenol